3-[3-(difluoromethoxy)phenyl]-1-isopropyl-N-[(1R,2R)-2-morpholinocyclopentyl]pyrazolo[4,3-b]pyridine-6-carboxamide FC(OC=1C=C(C=CC1)C1=NN(C=2C1=NC=C(C2)C(=O)N[C@H]2[C@@H](CCC2)N2CCOCC2)C(C)C)F